5-[6-(4,4-Difluoropiperidin-1-yl)-5-fluoropyridin-3-yl]-1,3,4-oxathiazol-2-one FC1(CCN(CC1)C1=C(C=C(C=N1)C1=NSC(O1)=O)F)F